stearyl(3,5-di-tertiary-butyl-4-hydroxyphenyl)propionate C(CCCCCCCCCCCCCCCCC)C(C(=O)[O-])(C)C1=CC(=C(C(=C1)C(C)(C)C)O)C(C)(C)C